4-(((cis)-4-(4-(2-oxopiperidin-1-yl)phenyl)cyclohexyl)oxy)-1H-1,2,3-triazole-5-carboxylic acid O=C1N(CCCC1)C1=CC=C(C=C1)[C@H]1CC[C@H](CC1)OC=1N=NNC1C(=O)O